FC=1C=C2C(N(N=C(C2=CC1F)[C@@H](C)N[S@@](=O)C(C)(C)C)C)=O (S)-N-((R)-1-(6,7-Difluoro-3-methyl-4-oxo-3,4-dihydrophthalazin-1-yl)ethyl)-2-methylpropane-2-sulfinamide